5-(3,4-dihydroquinolin-1(2H)-yl)-7,8-difluoro-[1,2,4]triazolo[4,3-a]quinazoline N1(CCCC2=CC=CC=C12)C1=NC=2N(C3=CC(=C(C=C13)F)F)C=NN2